(2E)-4-(dimethylamino)-1-[2-(4-ethynylphenyl)-3-(pyridin-4-yl)-6,7-dihydropyrazolo[1,5-a]pyrazin-5(4H)-yl]but-2-en-1-one CN(C/C=C/C(=O)N1CC=2N(CC1)N=C(C2C2=CC=NC=C2)C2=CC=C(C=C2)C#C)C